OC(COC=1C=C(C=2N(C1)N=CC2C#N)C=2C=NC(=CC2)N2C[C@@H]1C([C@H](C2)C1)NC1=NC(=NC=C1)C)(C)C 6-(2-hydroxy-2-methylpropoxy)-4-(6-((1R,5S,6r)-6-((2-methylpyrimidin-4-yl)amino)-3-azabicyclo[3.1.1]heptan-3-yl)pyridin-3-yl)pyrazolo[1,5-a]pyridine-3-carbonitrile